O1N(NC=C1)C(=O)N oxadiazole-2-carboxamide